(R)-4-(3-Fluoropyridin-4-yl)-2-methyl-N-((S)-1-(3-methylimidazo[1,2-a]pyridin-5-yl)ethyl)piperazine-1-carboxamide FC=1C=NC=CC1N1C[C@H](N(CC1)C(=O)N[C@@H](C)C1=CC=CC=2N1C(=CN2)C)C